N1(CCC1)C1=CC=CC(=N1)NC(OCC=1C=NC=C(C1)N1C=C(C2=C1N=CN=C2NCC2=C(C=C(C=C2)OC)OC)C2=NN(C=C2)C)=O [5-(4-{[(2,4-dimethoxyphenyl)methyl]amino}-5-(1-methyl-1H-pyrazol-3-yl)-7H-pyrrolo[2,3-d]pyrimidin-7-yl)pyridin-3-yl]methyl N-[6-(azetidin-1-yl)pyridin-2-yl]carbamate